mono(2-ethylhexyl) 2-ethylhexyl phosphonate P(OCC(CCCC)CC)(OCC(CCCC)CC)=O